N1=CC=CC2=CC=CC(=C12)C(=O)NC1CCN(CC1)C(=O)OC(C)(C)C tert-Butyl 4-(quinoline-8-carboxamido)piperidine-1-carboxylate